C(CC)C(COC(=O)C1C(CCCC1)C(=O)OCC(CCCCC)CCC)CCCCC cyclohexane-1,2-dicarboxylic acid bis(2-propylheptyl) ester